C1(=CC=CC=C1)N=C(C(CCCC)CC)N1C2=CC=CC=C2C=2C=CC=CC12 (phenyl)imino[9-(2-ethylhexyl)carbazole]